C(C)(=O)C=1C=C2C=C(N(C2=CC1OCC1=NOC=C1)S(=O)(=O)C1=CC=CC=C1)CNC(=O)C1(CC1)C N-((5-acetyl-6-(isoxazol-3-ylmethoxy)-1-(phenylsulfonyl)-1H-indol-2-yl)methyl)-1-methylcyclopropane-1-carboxamide